3-[3,5-difluoro-4-[4-(piperazin-1-ylmethyl)-1-piperidyl]anilino]piperidine-2,6-dione FC=1C=C(NC2C(NC(CC2)=O)=O)C=C(C1N1CCC(CC1)CN1CCNCC1)F